FC1=CC=CC=2C(OC(C21)=O)=O 4-fluoro-1,3-dihydro-2-benzofuran-1,3-dione